OC=1C(=C(C(=C(C1)OC)C)[O-])C(CCC)=O 3-hydroxy-6-methyl-5-methoxy-2-(1-oxobutyl)phenolate